N-(tert-butoxycarbonyl)-DL-tryptophan C(C)(C)(C)OC(=O)N[C@@H](CC1=CNC2=CC=CC=C12)C(=O)O |r|